(R)-1-(1-(3-chloro-2-fluorophenyl)ethyl)-4-((3-fluoro-6-((5-methyl-1H-pyrazol-3-yl)amino)pyridin-2-yl)methyl)piperidine-4-carboxylic acid ClC=1C(=C(C=CC1)[C@@H](C)N1CCC(CC1)(C(=O)O)CC1=NC(=CC=C1F)NC1=NNC(=C1)C)F